(S)-quinuclidin-3-yl((R)-5-(2-chloro-4-(2,2,2-trifluoroethoxy)phenyl)-2,2-dimethyl-2,3-dihydro-1H-inden-1-yl)carbamate N12C[C@H](C(CC1)CC2)OC(N[C@@H]2C(CC1=CC(=CC=C21)C2=C(C=C(C=C2)OCC(F)(F)F)Cl)(C)C)=O